N[C@H](C(=O)O)CCC1=C(C=C(C(=C1)F)F)F (2S)-2-amino-4-(2,4,5-trifluorophenyl)butanoic acid